p-bis(2-aminoethyl)benzene NCCC1=CC=C(C=C1)CCN